[Zn].[Al] aluminum zinc